FC(C1=NC=NC(=C1)C=1C=NC(=CC1)C(F)(F)F)(F)F 4-(trifluoromethyl)-6-(6-(trifluoromethyl)pyridin-3-yl)pyrimidine